NC=1C=C(C=CC1N)S.[Na] sodium 3,4-diaminothiophenol